4-(2,3-dioxopiperazin-1-yl)piperidine-1-carboxylic acid tert-butyl ester C(C)(C)(C)OC(=O)N1CCC(CC1)N1C(C(NCC1)=O)=O